C(CCCCCCCCCCC\C=C/CCCC)CC(=O)O.C(CCCCCCCCCCC\C=C/CCCC)=O (Z)-13-octadecenal ((Z)-13-octadecen-1-yl acetate)